2-methoxy-6-(trifluoromethyl)benzoic acid COC1=C(C(=O)O)C(=CC=C1)C(F)(F)F